FC1=C(C=C2C=NN(C(C2=C1)=O)CC1=NN(C=C1)C)S(=O)(=O)C1=CC=CC=C1 7-fluoro-2-((1-methyl-1H-pyrazol-3-yl)methyl)-6-(phenylsulfonyl)phthalazin-1(2H)-one